BrC1=CC2=C(N(N=C2C(=C1)F)C1CC1)N(C=1SC(=C(N1)C1=CC=C(C=C1)F)C#N)C 2-((5-bromo-2-cyclopropyl-7-fluoro-2H-indazol-3-yl)(methyl)amino)-4-(4-fluorophenyl)thiazole-5-carbonitrile